4-(Butylphenoxy)-3-fluorobenzoic acid C(CCC)C1=C(OC2=C(C=C(C(=O)O)C=C2)F)C=CC=C1